BrC=1C(=C(CC2N(CCC2=O)C(=O)OC(C)(C)C)C=CC1)F Tert-Butyl 2-(3-bromo-2-fluorobenzyl)-3-oxopyrrolidine-1-carboxylate